O[C@@]1(C[C@H](CCC1)N1N=C2C=C(C(=CC2=C1)C(=O)NC=1C=NN2C1N=CC=C2)OC)C ((1S,3S)-3-hydroxy-3-methylcyclohexyl)-6-methoxy-N-(pyrazolo[1,5-a]pyrimidin-3-yl)-2H-indazole-5-carboxamide